O[C@H](C)[C@@H]1[C@H](NC1=O)[C@H](C(=O)OCC1=CC=CC=C1)C (R)-benzyl 2-((2S,3S)-3-((R)-1-hydroxyethyl)-4-oxoazetidin-2-yl)propanoate